O[C@@H]1[C@H](CN(CC1)CC#N)[C@@H]1N2C(C3=CC=CC=C13)=CN=C2 2-((3R,4S)-4-hydroxy-3-((S)-5H-imidazo[5,1-a]isoindol-5-yl)piperidin-1-yl)acetonitrile